benzyl-N,N-dimethyl-dithiocarbamic acid C(C1=CC=CC=C1)SC(N(C)C)=S